C12CN(CC(CC1)N2)C2=C1N=C(N(C1=NC(=N2)OCC21CCCN1CCC2)C)OC2=CC(=CC1=CC=CC=C21)O 4-({6-(3,8-diazabicyclo[3.2.1]octan-3-yl)-9-methyl-2-[(tetrahydro-1H-pyrrolizin-7a(5H)-yl)methoxy]-9H-purin-8-yl}oxy)naphthalen-2-ol